ClC1=C(C(=CC=C1Cl)O)[C@@H]1CC[C@@H]2N(C(CNC2)=O)C1 |o1:9,12| (7S,9aS)-rel-7-(2,3-dichloro-6-hydroxyphenyl)-octahydropyrido[1,2-a]pyrazin-4-one